S1C(=NC=C1)CC 1-(thiazol-2-yl)ethan